(S)-N-(3-chloro-2-methoxy-5-methylpyridin-4-yl)-4-(3-(2,2-difluoroethyl)-3-ethylureido)-5-fluoro-2-((1,1,1-trifluoropropan-2-yl)oxy)benzamide ClC=1C(=NC=C(C1NC(C1=C(C=C(C(=C1)F)NC(=O)N(CC)CC(F)F)O[C@H](C(F)(F)F)C)=O)C)OC